NC1=NC(=C(C#N)C=C1)C(CC)F 6-amino-2-(1-fluoropropyl)nicotinonitrile